(3-chloropyridin-2-yl)propanal ClC=1C(=NC=CC1)C(C=O)C